FC(C1=CC(=NN1CC(=O)NC1COC1)C(=O)O)F 5-(difluoromethyl)-1-(2-(oxetan-3-ylamino)-2-oxoethyl)-1H-pyrazole-3-carboxylic acid